FC1(CC(C1)C=1C=CC(=NC1F)C(NC(=O)C1N(CC(C1)F)C(CC1=CN(C(C=C1)=O)CC)=O)C1=CC=CC=C1)F N-{[5-(3,3-difluorocyclobutyl)-6-fluoropyridin-2-yl](phenyl)methyl}-1-[2-(1-ethyl-6-oxo-1,6-dihydropyridin-3-yl)acetyl]-4-fluoropyrrolidine-2-carboxamide